C(C)N([C@@H]1[C@H](CCCC1)OC=1C=C2CN(C(C2=CC1)=O)C1C(NC(CC1)=O)=O)C 3-(5-(((1S,2S)-2-(ethyl(methyl)amino)cyclohexyl)oxy)-1-oxoisoindolin-2-yl)piperidine-2,6-dione